trans-1-methyl-3-(2,4,6-trifluorophenoxy)cyclobutyl 6-oxo-7-oxa-2,5-diazaspiro[3.4]octane-2-carboxylate O=C1NC2(CN(C2)C(=O)OC2(CC(C2)OC2=C(C=C(C=C2F)F)F)C)CO1